4-(5-chlorofuran-2-yl)-1,3-bis(2,4-difluorophenyl)-5-methyl-4,5-dihydro-1H-pyrazole-5-carboxylic acid ClC1=CC=C(O1)C1C(=NN(C1(C(=O)O)C)C1=C(C=C(C=C1)F)F)C1=C(C=C(C=C1)F)F